N,N1-Bis-(3-methoxyphenyl)-6-morpholine-4-yl-[1,3,5]triazine-2,4-diamine hydrochloride Cl.COC=1C=C(C=CC1)NC1N(C(=NC(=N1)N)N1CCOCC1)C1=CC(=CC=C1)OC